C(N)(OC1=C(N=NN1C)C1=NC=C(C(=C1)F)NS(=O)(=O)C)=O 4-(4-fluoro-5-(methylsulfonylamino) pyridine-2-Yl)-1-methyl-1H-1,2,3-triazol-5-yl carbamate